NC1=C(C=C(C=N1)C=1C=C2N(N1)CCC21CN(CC1)C(=O)NC(C(C)C)C1=CC=CC=C1)C(F)(F)F 2'-[6-amino-5-(trifluoromethyl)pyridin-3-yl]-N-[2-methyl-1-phenylpropyl]-5',6'-dihydrospiro[pyrrolidine-3,4'-pyrrolo[1,2-b]pyrazole]-1-carboxamide